FC(CNC(OCC1=CC=CC=C1)=O)(COC=1C=C2C(=NN(C2=CC1)C1OCCCC1)I)F benzyl (2,2-difluoro-3-((3-iodo-1-(tetrahydro-2H-pyran-2-yl)-1H-indazol-5-yl)oxy)propyl)carbamate